(3-((benzyloxy)methyl)-4-ethyl-5-oxo-4,5-dihydro-1H-1,2,4-triazol-1-yl)-5-fluoro-2-iodobenzoic acid 3-methylbut-2-en-1-yl ester CC(=CCOC(C1=C(C(=CC(=C1)F)N1N=C(N(C1=O)CC)COCC1=CC=CC=C1)I)=O)C